FC1=C(C(=O)N[C@@H](CC2=C3C=CC=NC3=C(C=C2)B(O)O)C(=O)OC)C(=CC(=C1)N1[C@H](COCC1)C(F)(F)F)F (5-((S)-2-(2,6-difluoro-4-((R)-3-(trifluoromethyl)morpholino)benzoylamino)-3-methoxy-3-oxopropyl)quinolin-8-yl)boronic acid